(S)-4-(5-(3,5-dimethylisoxazol-4-yl)-1-((trans)-4-trideuteromethoxycyclohexyl)-1H-benzo[d]imidazol-2-yl)-3-(4-bromophenyl)-1,3-oxazinane-2-one CC1=NOC(=C1C1=CC2=C(N(C(=N2)[C@H]2N(C(OCC2)=O)C2=CC=C(C=C2)Br)[C@@H]2CC[C@H](CC2)OC([2H])([2H])[2H])C=C1)C